ethyl 3-(3-{(1R)-1-[6-(benzyloxy)-2,2-dioxo-2H-1,2λ6,3-benzoxathiazin-3(4H)-yl]ethyl}-4-methoxyphenyl)-3-(1-{2-[2-(benzyloxy)ethoxy]ethyl}-4-methyl-1H-benzotriazol-5-yl)propanoate C(C1=CC=CC=C1)OC=1C=CC2=C(CN(S(O2)(=O)=O)[C@H](C)C=2C=C(C=CC2OC)C(CC(=O)OCC)C2=C(C3=C(N(N=N3)CCOCCOCC3=CC=CC=C3)C=C2)C)C1